tert-butyl-pyridine C(C)(C)(C)C1=NC=CC=C1